bromo-5-fluoro-N-(3-hydroxypropyl)-N,2-dimethylbenzenesulfonamide BrC=1C(=C(C=C(C1)F)S(=O)(=O)N(C)CCCO)C